C(C1=CC=CC=C1)OC(NCCCCCC(=O)N1C(CC(C1)O)CO)=O [6-(4-Hydroxy-2-hydroxymethyl-pyrrolidin-1-yl)-6-oxo-hexyl]-carbamic acid benzyl ester